thian-thianal S1C(CCCC1)C=O.S1CCCCC1